[Si](C)(C)(C(C)(C)C)OC(CNCSNC(C(C1=NC=CC(=C1)C(F)(F)F)C1=C(C=CC=C1)F)=O)(C)C N-((2-((tert-butyldimethylsilyl)oxy)-2-methylpropyl)aminomethylthio)-2-(2-fluorophenyl)-2-(4-(trifluoromethyl)pyridin-2-yl)acetamide